C(C)OC(=O)C1=C(OCC1C1=CC(=CC=C1)Cl)C1=CC=CC=C1.C(C)(=O)OC=1C=C(C=C)C=CC1OC(C)=O 3,4-diacetoxystyrene Ethyl-4-(3-chlorophenyl)-2-phenyl-4,5-dihydrofuran-3-carboxylate